C(C)(C)NC1=NN2C(CNCCC2)=C1 N-isopropyl-5,6,7,8-tetrahydro-4H-pyrazolo[1,5-a][1,4]diazepin-2-amine